2,4-dimethyl-N-{2-methyl-3-{4-{[4-(4-methylpiperazin-1-yl)phenyl]amino}-7H-pyrrolo[2,3-d]pyrimidin-2-yl}phenyl}benzamide CC1=C(C(=O)NC2=C(C(=CC=C2)C=2N=C(C3=C(N2)NC=C3)NC3=CC=C(C=C3)N3CCN(CC3)C)C)C=CC(=C1)C